2-(2-fluoropyrimidin-5-yl)acrylamide FC1=NC=C(C=N1)C(C(=O)N)=C